COC(C[C@@]1(CCC2=CC=C(C=C12)F)N[S@@](=O)C(C)(C)C)=O 2-((R)-1-(((S)-tert-butylsulfinyl)amino)-6-fluoro-2,3-dihydro-1H-inden-1-yl)acetic acid methyl ester